ClC=1C(=CC(=NC1)OC)C1=CC(=NN1)C(=O)N1CCC(CC1)C(=O)N 1-(5-(5-chloro-2-methoxypyridin-4-yl)-1H-pyrazole-3-carbonyl)piperidine-4-carboxamide